7-[[3-(trifluoromethyl)-1-bicyclo[1.1.1]pentan-yl]sulfonyl]-2,7-diazaspiro[3.5]nonane FC(C12CC(C1)(C2)S(=O)(=O)N2CCC1(CNC1)CC2)(F)F